9-(9,9-dimethylfluoren-2-yl)-9H-carbazole CC1(C2=CC=CC=C2C=2C=CC(=CC12)N1C2=CC=CC=C2C=2C=CC=CC12)C